CN1N=C(C=C1)C1=CNC2=NC=CC(=C21)N2CCCCC2 3-(1-methylpyrazol-3-yl)-4-(1-piperidyl)-1H-pyrrolo[2,3-b]pyridine